4-formyl-3-methoxybenzoate C(=O)C1=C(C=C(C(=O)[O-])C=C1)OC